2-(8-chloro-2-methylimidazo[1,2-a]pyridin-6-yl)-7-[1-(2-hydroxyethyl)piperidin-4-yl]-4H-pyrimido[1,2-b]pyridazin-4-one ClC=1C=2N(C=C(C1)C=1N=C3N(N=C(C=C3)C3CCN(CC3)CCO)C(C1)=O)C=C(N2)C